C1(CC1)C=1N=NN(C1)[C@H](C(=O)N1[C@@H](C[C@H](C1)O)C(=O)N[C@H]1[C@@H](CC(C1)CN1C(=NC=C1)C1=CC=CC=C1)O)C(C)(C)C (2S,4R)-1-[(2S)-2-(4-cyclopropyltriazol-1-yl)-3,3-dimethyl-butanoyl]-4-hydroxy-N-[(1R,2R)-2-hydroxy-4-[(2-phenylimidazol-1-yl)methyl]cyclopentyl]pyrrolidine-2-carboxamide